C(C1=CC=CC=C1)ON[C@@H]1CC[C@H](NC1)C(=O)N (2S,5R)-5-benzyloxyaminopiperidine-2-formamide